4-(4-(3-(oxazol-5-ylmethyl)ureido)butyl)piperidine-1-carboxylic acid tert-butyl ester C(C)(C)(C)OC(=O)N1CCC(CC1)CCCCNC(=O)NCC1=CN=CO1